(R)-4-(((3-fluoro-5-methoxy-2',2''-dimethyl-3''-(pyrido[3,4-b]pyrazin-5-ylamino)-[1,1':3',1''-terphenyl]-4-yl)methyl)amino)pyrrolidin-2-one FC=1C=C(C=C(C1CN[C@@H]1CC(NC1)=O)OC)C1=C(C(=CC=C1)C1=C(C(=CC=C1)NC1=NC=CC=2C1=NC=CN2)C)C